C(C)C(C#N)(CC)C=1C=NC(=C(C1)S(=O)(=O)CC)C1=NC2=C(C=NC(=C2)C(F)(F)F)N1C 2-ethyl-2-[5-ethylsulfonyl-6-[3-methyl-6-(trifluoromethyl)imidazo[4,5-c]pyridin-2-yl]-3-pyridyl]butanenitrile